2-methylbutane-2,3-diol CC(C)(C(C)O)O